N-p-nitrobenzylideneamine [N+](=O)([O-])C1=CC=C(C=N)C=C1